CC1=NC=C(C(=C1)C=1N=CC=2N(C1)C=C(N2)NC(=O)C2CC2)OC2CN(C2)C N-[6-[2-methyl-5-(1-methylazetidin-3-yl)oxy-4-pyridyl]imidazo[1,2-a]pyrazin-2-yl]cyclopropanecarboxamide